5-[3-(4,6-difluoro-1H-benzimidazol-2-yl)-1H-indazol-5-yl]-N-ethyl-4-methyl-3-pyridinemethylamine FC1=CC(=CC=2NC(=NC21)C2=NNC1=CC=C(C=C21)C=2C(=C(C=NC2)CNCC)C)F